OC1=C(C=CC=C1)CC(CC)=O (hydroxyphenyl)-2-butanone